FC=1C=C(C=CC1F)[C@H]1[C@H](C1)NC=1C2=C(N=C(N1)SCCC)N(N=N2)[C@@H]2[C@H]([C@@H](OC2)CO)O (2S,3R,4S)-4-(7-(((1S,2S)-2-(3,4-difluorophenyl)cyclopropyl)amino)-5-(propylthio)-3H-[1,2,3]triazolo[4,5-d]pyrimidin-3-yl)-2-(hydroxymethyl)tetrahydrofuran-3-ol